3-(3-hydroxylphenyl)propanoate OC=1C=C(C=CC1)CCC(=O)[O-]